C12CC(CC(CC1)N2)N(C=2SC1=C(N2)COC=2C=C(C=CC21)C=2C=NNC2)C N-(8-azabicyclo[3.2.1]octan-3-yl)-N-methyl-7-(1H-pyrazol-4-yl)-4H-chromeno[3,4-d]thiazol-2-amine